Methylpropandiol CC(CC)(O)O